C1(=CC=CC=C1)C1=C2C(=NO1)C=CC(=C2)C(=O)NOC2OCCCC2 3-phenyl-N-((tetrahydro-2H-pyran-2-yl)oxy)benzo[c]isoxazole-5-carboxamide